C(C)OC1OC=C(C2C1C(=CC2)CO)C(=O)OC methyl 1-ethoxy-7-(hydroxymethyl)-1,4a,5,7a-tetrahydrocyclopenta[c]pyran-4-carboxylate